2-[2'-hydroxy-3'-tert-butyl-5'-(2-hydroxyethyl)phenyl]-5-chloro-2H-benzotriazole OC1=C(C=C(C=C1C(C)(C)C)CCO)N1N=C2C(=N1)C=CC(=C2)Cl